CC1(OCC[C@@H](C1)C=1C=C2C=C(N(C2=CC1)C1([C@H]2CSC[C@@H]12)C(N)=NO)C(=O)OCC)C ethyl 5-[(4S)-2,2-dimethyloxan-4-yl]-1-[(1R,5S,6R)-6-(N'-hydroxycarbamimidoyl)-3-thiabicyclo[3.1.0]hexan-6-yl]-1H-indole-2-carboxylate